C12(CC3CC(CC(C1)C3)C2)C=2C(=CC(=C(C(=O)NCC3=C(C=C(C=C3)O)O)C2)OC)OC 5-adamant-1-yl-N-(2,4-dihydroxybenzyl)-2,4-dimethyloxy-benzoic acid amide